C(C)(C)(C)OC(=O)NC1=CC=C(C=C1)C(C)(C)C1=CC(=CC=C1)C(C)(C)C1=CC=C(C=C1)NC(=O)OC(C)(C)C 1,3-bis{2-[4-(t-butoxycarbonylamino)phenyl]propan-2-yl}benzene